LauroylLysine C(CCCCCCCCCCC)(=O)N[C@@H](CCCCN)C(=O)O